(benzo[d][1,3]dioxol-5-yl)propionic acid O1COC2=C1C=CC(=C2)C(C(=O)O)C